tin sulfate chloride [Cl-].S(=O)(=O)([O-])[O-].[Sn+3]